5-cyano-N-[(1S)-3-(cyclopropylamino)-1-[[(3S,5R)-5-methyl-2-oxo-pyrrolidin-3-yl]methyl]-2,3-dioxo-propyl]-2-[(3-fluorobenzoyl)amino]benzamide C(#N)C=1C=CC(=C(C(=O)N[C@H](C(C(=O)NC2CC2)=O)C[C@H]2C(N[C@@H](C2)C)=O)C1)NC(C1=CC(=CC=C1)F)=O